C[C@@]12CC[C@@H]3[C@@]([C@H]1CC=C4[C@]2(CC[C@@]5([C@H]4CC(CC5)(C)C)C(=O)O)C)(C[C@H]([C@@H](C3(C)C)O)O)C (2α,3β)-2,3-Dihydroxyolean-12-en-28-oic acid